BrC1=C(C=CC=C1)NC(C1=CC=C(C=C1)I)=S N-(2-bromophenyl)-4-iodothiobenzamide